N2-[5-(4-methylpiperazin-1-yl)-2-pyridyl]-N4-[2-(6-methyl-2-pyridyl)pyrimidin-4-yl]pyrimidine-2,4-diamine CN1CCN(CC1)C=1C=CC(=NC1)NC1=NC=CC(=N1)NC1=NC(=NC=C1)C1=NC(=CC=C1)C